ClC=1C(=NC(=NC1)NC1CC(OCC1)C)C1=CC=C2CN(C(C2=C1)=O)[C@@H](C(=O)N[C@H](CO)C1=NC(=CC=C1)OC)C (2R)-2-(6-{5-chloro-2-[(2-methyloxan-4-yl)amino]pyrimidin-4-yl}-1-oxo-2,3-dihydro-1H-isoindol-2-yl)-N-[(1S)-2-hydroxy-1-(6-methoxypyridin-2-yl)ethyl]propanamide